C(=O)(O)C1=C(C(NC(N1)=O)=O)CO carboxyhydroxymethyl-uracil